L-rhamnosyl-(1→2)-β-D-glucose C1([C@H](O)[C@H](O)[C@@H](O)[C@@H](O1)C)O[C@H]1[C@H](O)O[C@@H]([C@H]([C@@H]1O)O)CO